BrCCCCOC1=CC=C(C2=CC=CC=C12)C1=CC2=C(OCO2)C=C1 5-(1-(4-bromobutoxy)naphthalen-4-yl)benzo[d][1,3]dioxole